N-(4-(4-amino-5-(4-(pyridin-2-yloxy)phenyl)pyrazolo[5,1-f][1,2,4]triazin-6-yl)phenyl)acrylamide NC1=NC=NN2C1=C(C(=N2)C2=CC=C(C=C2)NC(C=C)=O)C2=CC=C(C=C2)OC2=NC=CC=C2